4-[5-{[(3R)-1-(2-hydroxy-2-methylpropyl)piperidin-3-yl]methoxy}-8-(1-methyl-1H-pyrazolo[3,4-b]pyridin-5-yl)imidazo[1,2-c]pyrimidin-7-yl]benzonitrile OC(CN1C[C@@H](CCC1)COC1=NC(=C(C=2N1C=CN2)C=2C=C1C(=NC2)N(N=C1)C)C1=CC=C(C#N)C=C1)(C)C